ClC1=NC=C(C(=C1)C1=NC=C(C(=C1)C(F)F)OC[C@](CC(C)C)(N)C)F (S)-1-((2'-chloro-4-(difluoromethyl)-5'-fluoro-[2,4'-bipyridin]-5-yl)oxy)-2,4-dimethylpentan-2-amine